3-bromo-5-((3,5-dichloro-phenylimino)meth-yl)phenyl 4-methylbenzoate CC1=CC=C(C(=O)OC2=CC(=CC(=C2)C=NC2=CC(=CC(=C2)Cl)Cl)Br)C=C1